COC1=C(C(=CC=C1)OC)C1=CC(=NN1C1=C(C=C(C=C1)C(N(CCCN(CCCN(C(C1=CC=CC=C1)(C1=CC=CC=C1)C1=CC=CC=C1)C)C)C)=O)C(C)C)C(=O)NC1(C2CC3CC(CC1C3)C2)C(=O)OC(C)(C)C tert-butyl 2-(5-(2,6-dimethoxyphenyl)-1-(2-isopropyl-4-(methyl(3-(methyl(3-(methyl(trityl)amino)propyl)amino)propyl)carbamoyl)phenyl)-1H-pyrazole-3-carboxamido)adamantane-2-carboxylate